4-[6-[(1S)-1-methoxyethyl]-5-(4,4,5,5-tetramethyl-1,3,2-dioxaborolan-2-yl)-3-pyridyl]morpholine CO[C@@H](C)C1=C(C=C(C=N1)N1CCOCC1)B1OC(C(O1)(C)C)(C)C